1-Ethyl-3-Methyl-ImidazoLium trifluoromethanesulfonate FC(S(=O)(=O)[O-])(F)F.C(C)N1C=[N+](C=C1)C